N-[4-[[4-[[2-(6-methyl-2-pyridyl)pyrimidin-4-yl]amino]pyrimidin-2-yl]amino]phenyl]-1-(3-piperidyl)methanesulfonamide CC1=CC=CC(=N1)C1=NC=CC(=N1)NC1=NC(=NC=C1)NC1=CC=C(C=C1)NS(=O)(=O)CC1CNCCC1